7-formylfuro[3,2-b]pyridine-5-carbonitrile C(=O)C1=C2C(=NC(=C1)C#N)C=CO2